C12CC3CC(CC(C1)(C3)NC(=S)N)C2 (R or S)-7-adamantylthiourea